NC1=CC=C(C(=C1C1=CC(N2[C@@H](CCC2C1)C=1NC(=CN1)C1=CC=C(C=N1)NC(OC)=O)=O)F)Cl methyl (6-(2-((3S)-7-(6-amino-3-chloro-2-fluorophenyl)-5-oxo-1,2,3,5,8,8a-hexahydroindolizin-3-yl)-1H-imidazol-5-yl)pyridin-3-yl)carbamate